5-bromo-N-(2-methoxyethyl)-2-nitropyridin-3-amine BrC=1C=C(C(=NC1)[N+](=O)[O-])NCCOC